C1(CC1)NC(C1=CC(=C(C=C1)C)C=1C=NN(C1)C=1C=NN2C1C=C(C=C2)S(=O)(=O)C(C)(C)C)=O N-cyclopropyl-4-methyl-3-{1-[5-(2-methyl-propane-2-sulfonyl)-pyrazolo[1,5-a]pyridin-3-yl]-1H-pyrazol-4-yl}-benzamide